rac-(3R,4S)-1-tert-butoxycarbonyl-3-hydroxy-piperidine-4-carboxylic acid C(C)(C)(C)OC(=O)N1C[C@@H]([C@H](CC1)C(=O)O)O |r|